N-(3-bromo-2-chloro-5-fluorophenyl)-N-((2-(trimethylsilyl)ethoxy)methyl)propane-1-sulfonamide BrC=1C(=C(C=C(C1)F)N(S(=O)(=O)CCC)COCC[Si](C)(C)C)Cl